BrC1=NN(C=C1)CCC1=NC=NN1C 5-(2-(3-bromo-1H-pyrazol-1-yl)ethyl)-1-methyl-1H-1,2,4-triazole